NC(C(C1=CC=CC=C1)OS(=O)(=O)C1=CC=C(C=C1)C)=O 2-Amino-2-oxo-1-phenylethyl-4-methylbenzenesulfonate